4-[4-(4-{[tert-Butoxycarbonylmethyl-(2-morpholin-4-yl-ethyl)-amino]-methyl}-benzyloxy)-1-oxo-1,3-dihydro-isoindol-2-yl]-4-carbamoyl-butyric acid methyl ester COC(CCC(C(N)=O)N1C(C2=CC=CC(=C2C1)OCC1=CC=C(C=C1)CN(CCN1CCOCC1)CC(=O)OC(C)(C)C)=O)=O